4-[(2,5-dioxo-2,5-dihydro-pyrrol-1-yl)-methyl]Cyclohexanecarboxylic acid O=C1N(C(C=C1)=O)CC1CCC(CC1)C(=O)O